CO\N=C(\C(=O)NC)/C1=C(C(=CC=C1)C)CO/N=C(\C)/C1=NC(=CN=C1)C(F)(F)F (2E)-2-Methoxyimino-N-methyl-2-[3-methyl-2-[[(E)-1-[6-(trifluoromethyl)pyrazin-2-yl]ethylideneamino]oxymethyl]phenyl]acetamide